Beta-Homopropargylglycin NC(CC#C)CC(=O)O